OC(C)C1=C(C=CC=C1)B1OC(C)(C)C(C)(C)O1 (2-(1-hydroxyethyl)phenyl)boronic acid pinacol ester